ClC1=C(C(=CC=C1)F)NC(C1=C(N=C(C(=C1)F)N1N=C(N(C1=O)CC)CO)O[C@H](C(F)(F)F)C)=O (S)-N-(2-Chloro-6-fluorophenyl)-6-(4-ethyl-3-(hydroxymethyl)-5-oxo-4,5-dihydro-1H-1,2,4-triazol-1-yl)-5-fluoro-2-((1,1,1-trifluoropropan-2-yl)oxy)nicotinamide